6,6'-({9-hydroxy-1,5-bis(methoxycarbonyl)-2,4-di(pyridin-2-yl)-3,7-diazabicyclo[3.3.1]nonane-3,7-diyl}bis(methylene))dipicolinic acid OC1C2(C(N(C(C1(CN(C2)CC2=CC=CC(=N2)C(=O)O)C(=O)OC)C2=NC=CC=C2)CC2=CC=CC(=N2)C(=O)O)C2=NC=CC=C2)C(=O)OC